COC1=CC=C(C=C1)N1C(=C2C(N(N=CC2=C1C)C1=CC=CC=C1)=O)C 6-(4-Methoxyphenyl)-5,7-dimethyl-2-phenyl-2,6-dihydro-1H-pyrrolo[3,4-d]pyridazin-1-one